(3S)-1-[3-[2-[1-(Trifluoromethyl)cyclopropyl]pyrimidin-5-yl]azetidine-1-carbonyl]pyrrolidine-3-carboxamide FC(C1(CC1)C1=NC=C(C=N1)C1CN(C1)C(=O)N1C[C@H](CC1)C(=O)N)(F)F